ethyl (2E)-3-(4-bromo-2-fluoro-6-methylsulfanyl-phenyl)-3-oxo-2-[[4-(trifluoromethoxy)phenyl]hydrazono]propanoate BrC1=CC(=C(C(=C1)SC)C(\C(\C(=O)OCC)=N/NC1=CC=C(C=C1)OC(F)(F)F)=O)F